N-[3-(4-Fluorophenyl)-1-(2-methylpropyl)azetidin-3-yl]-6-(naphthalen-2-yl)-4-oxo-3-(trifluoromethyl)-4,5-dihydropyrazolo[1,5-a]pyrazine-2-carboxamide FC1=CC=C(C=C1)C1(CN(C1)CC(C)C)NC(=O)C1=NN2C(C(NC(=C2)C2=CC3=CC=CC=C3C=C2)=O)=C1C(F)(F)F